C(C)(C)(C)OC(CC(C(=O)O)C)=O 4-(tert-butoxy)-2-methyl-4-oxobutanoic acid